Tert-butyl 4-(2-(3-chloro-4-(9-(3-chlorobenzyl)-6-(1-cyanocyclopropoxy)-9H-purin-8-yl)phenoxy)ethyl)piperazine-1-carboxylate ClC=1C=C(OCCN2CCN(CC2)C(=O)OC(C)(C)C)C=CC1C=1N(C2=NC=NC(=C2N1)OC1(CC1)C#N)CC1=CC(=CC=C1)Cl